C(#N)[C@@]1(COCC2=CC=C(C=C12)C(=O)NCC=1N=CC=2CCN(CC2C1)C1=CC=CC=C1)C (R)-4-cyano-4-methyl-N-((6-phenyl-5,6,7,8-tetrahydro-2,6-naphthyridin-3-yl)methyl)isochromane-6-carboxamide